6-benzyloxy-5,7-difluoro-1H-indazole C(C1=CC=CC=C1)OC1=C(C=C2C=NNC2=C1F)F